ClC1=CC=C(C(=N1)C(=O)O)N[C@@H](C)C1=C2C=C(C(=NC2=CC(=C1)C)C=1C(=NOC1C)C)C=1C=NC(=CC1)OC (S)-6-chloro-3-((1-(2-(3,5-dimethylisoxazol-4-yl)-3-(6-methoxypyridin-3-yl)-7-methylquinolin-5-yl)ethyl)amino)picolinic acid